4-(benzo[b]thiophen-4-yl)-1-(4-((2-oxo-1,2-dihydroquinolin-7-yl)oxy)butyl)piperazine-1-oxide S1C2=C(C=C1)C(=CC=C2)N2CC[N+](CC2)(CCCCOC2=CC=C1C=CC(NC1=C2)=O)[O-]